CC1=C(C2=C(N=CN=C2NC2(CC2)C)O1)C(=O)N1CC(OCC1)C1=CC=NC=C1 6-methyl-N-(1-methylcyclopropyl)-5-[2-(pyridin-4-yl)morpholine-4-carbonyl]furo[2,3-d]pyrimidin-4-amine